CN(CCCl)CCCl methylbis(chloroethyl)amine